CC=CC(=O)OCCC[NH+](C)C N-(methyl)acryloyloxypropyl-N,N-dimethyl-ammonium